C(C1=CC=CC=C1)OC1=CC=C(C=C1)C(CBr)=O 1-(4-(benzyloxy)phenyl)-2-bromoethanone